4-PYRIDINECARBOXALDEHYDE N1=CC=C(C=C1)C=O